N1(N=NC2=C1CCCC2)C2=CC=CC(=N2)N 6-(4,5,6,7-tetrahydro-1H-Benzo[d][1,2,3]triazol-1-yl)pyridin-2-amine